2-(2,2-dimethylpropyl)acrylic acid CC(CC(C(=O)O)=C)(C)C